N4'-((1R,4R)-4-Aminocyclohexyl)-N6'-(1-isopropyl-1H-pyrazolo[3,4-b]pyridin-6-yl)-5-((1-methylpiperidin-4-yl)oxy)-[2,3'-bipyridine]-4',6'-diamine NC1CCC(CC1)NC1=C(C=NC(=C1)NC1=CC=C2C(=N1)N(N=C2)C(C)C)C2=NC=C(C=C2)OC2CCN(CC2)C